FC1=C(C(C(=O)O)=CC=C1C(=O)O)C(=O)O Fluoro-trimellitic acid